OC(CCCCCCCCCCCCCCCCCC(=O)O)CCC(CC)O 19,22-Dihydroxytetracosanoic acid